2,3-bis(((9Z,12Z)-octadeca-9,12-dien-1-yl)oxy)propyl 2-(3-oxocyclopentyl)acetate O=C1CC(CC1)CC(=O)OCC(COCCCCCCCC\C=C/C\C=C/CCCCC)OCCCCCCCC\C=C/C\C=C/CCCCC